α-L-glutamyltryptamine N[C@@H](CCC(=O)O)C(=O)C(N)CC1=CNC2=CC=CC=C12